COC1=C(C=C(C=C1)S(=O)(=O)C)N1N=C(C=2C=NC(=CC21)C=2C=NN1C2N=CC=C1)C(=O)NCCCN1CCOCC1 1-(2-methoxy-5-(methylsulfonyl)phenyl)-N-(3-morpholinopropyl)-6-(pyrazolo[1,5-a]pyrimidin-3-yl)-1H-pyrazolo[4,3-c]pyridine-3-carboxamide